C(C=C)(=O)N1[C@@H](CCC1)C=1N(C(=C(N1)C1=CC=C(C=C1)C(NC1=NC=CC(=C1)C)=O)C(=O)N)NC (S)-2-(1-Acryloylpyrrolidin-2-yl)-1-(methylamino)-4-(4-((4-methylpyridin-2-yl)carbamoyl)phenyl)-1H-imidazol-5-carboxamid